ClCC[C@H](O)C1=CC=CC=C1 (S)-3-chloro-1-phenyl-1-propanol